C=1NC=C2C=CC3=C(C12)C=CO3 furo[3,2-e]isoindole